N-(4-(2-((2-chloroquinolin-4-yl)amino)ethyl)phenyl)-N-hydroxymethylsulfonamide ClC1=NC2=CC=CC=C2C(=C1)NCCC1=CC=C(C=C1)N(S(=O)=O)CO